C1(=CC=CC=C1)C1=NC(=CN1CO)CO 2-phenyl-3,5-dihydroxymethylimidazole